C(C)N(CC(=O)NC(C)C)C1=CC(=C(C=C1)C=O)C 2-[ETHYL(4-FORMYL-3-METHYLPHENYL)AMINO]-N-(PROPAN-2-YL)ACETAMIDE